[N+](=O)([O-])C1=CC=C(C=C2C(NC(S2)=O)=O)C=C1 5-(4-nitrobenzylidene)thiazolidine-2,4-dione